6-(2-hydroxy-1-methyl-2-nitrosohydrazino)-N-methyl-1-hexylamine ON(N(C)CCCCCCNC)N=O